1-p-toluenesulfonyl-4-(3-methoxyphenyl)-1,2,3-triazole CC1=CC=C(C=C1)S(=O)(=O)N1N=NC(=C1)C1=CC(=CC=C1)OC